C(C)(=O)OC1C(N(C1)C(=O)C1=C(C(=C(C=C1)F)F)NC1=C(C=C(C=C1)I)F)C Methyl-1-({3,4-difluoro-2-[(2-fluoro-4-iodophenyl)amino]Phenyl}carbonyl)azetidin-3-ol acetate